3-(2-(2-(methylamino)ethoxy)propionylamino)benzamide CNCCOC(C(=O)NC=1C=C(C(=O)N)C=CC1)C